C(C1=CC=CC=C1)OC1=CC=C(C=C1)C1=C(C(=C(C(=C1)C)OC)C)C1(CCCC1)O 1-(4'-(benzyloxy)-4-methoxy-3,5-dimethyl-[1,1-biphenyl]-2-yl)cyclopentan-1-ol